3-(5-methoxy-2-(1-methyl-1H-pyrazol-4-yl)-4-nitrophenyl)-9-(piperidin-4-ylmethyl)-3,9-diazaspiro[5.5]undecane COC=1C(=CC(=C(C1)N1CCC2(CC1)CCN(CC2)CC2CCNCC2)C=2C=NN(C2)C)[N+](=O)[O-]